1-(6-((4-cyano-2-fluorobenzyl)oxy)-3',6'-dihydro-[2,4'-bipyridin]-1'(2'H)-yl)cyclopropane-1-carboxylic acid C(#N)C1=CC(=C(COC2=CC=CC(=N2)C=2CCN(CC2)C2(CC2)C(=O)O)C=C1)F